bis-(2,4,4-trimethylpentyl)dithiophosphinic acid CC(CP(S)(=S)CC(CC(C)(C)C)C)CC(C)(C)C